5-propoxy-3-(1-butyl-1,2,3,6-tetrahydropyridin-4-yl)pyrrolo[3,2-b]pyridine C(CC)OC1=CC=C2C(=N1)C(=CN2)C=2CCN(CC2)CCCC